1,4-Bis(vinyldimethyl-silyl)benzol C(=C)[Si](C1=CC=C(C=C1)[Si](C)(C)C=C)(C)C